COC(OC)=O.O water dimethyl-carbonate